N-(4-bromophenyl)-N-phenyl-[1,1'-biphenyl]-4-amine BrC1=CC=C(C=C1)N(C1=CC=C(C=C1)C1=CC=CC=C1)C1=CC=CC=C1